N-(adamantan-1-yl)-2-((6-cyclobutyl-2-oxo-1,2-dihydropyrimidin-4-yl)oxy)acetamide C12(CC3CC(CC(C1)C3)C2)NC(COC2=NC(NC(=C2)C2CCC2)=O)=O